3-methyl-thiofuran-3-amine hydrochloride Cl.CC1(CSC=C1)N